N-[1-(2-methylphenyl)-4,5,6,7-tetrahydro-1H-indazol-4-yl]-4,5,6,7-tetrahydro-1,2-benzoxazole-3-carboxamide CC1=C(C=CC=C1)N1N=CC=2C(CCCC12)NC(=O)C1=NOC2=C1CCCC2